(S)-1-(6,7-dichloro-8-methoxy-1-methyl-4-morpholino-1,3-dihydro-2H-pyrrolo[3,4-c]quinolin-2-yl)-2-hydroxyethan-1-one ClC1=C(C(=CC=2C3=C(C(=NC12)N1CCOCC1)CN([C@H]3C)C(CO)=O)OC)Cl